8-(2-ethoxypropoxy)-6,7-difluoro-4-oxo-1,4-dihydroquinoline-3-carboxylic acid ethyl ester C(C)OC(=O)C1=CNC2=C(C(=C(C=C2C1=O)F)F)OCC(C)OCC